N-(5-(3-cyanobenzyl)-1-(4-(trifluoromethyl)phenyl)-1,2,3,4-tetrahydroquinolin-3-yl)acrylamide C(#N)C=1C=C(CC2=C3CC(CN(C3=CC=C2)C2=CC=C(C=C2)C(F)(F)F)NC(C=C)=O)C=CC1